r-(2-aminoethyl)aminopropyl-methyldimethoxysilane NCCNCCC[Si](OC)(OC)C